CN1C(SC2=C1C=CC=C2)=NN 3-Methyl-2-Benzothiazolinone Hydrazone